o-nitrosoresorcinol N(=O)C1=C(O)C=CC=C1O